C(CCCCC)(=O)ON(CCO)CCCCC(=O)OCCCCCCCCCC ((5-(decyloxy)-5-oxopentyl) (2-hydroxyethyl) amino) hexanoate